2-((S)-1-(4-(6-((4-cyano-2-fluorobenzyl)oxy)-3-fluoropyridin-2-yl)piperazin-1-yl)ethyl)-1-(((S)-oxetan-2-yl)methyl)-1H-benzo[d]imidazole-6-carboxylic acid C(#N)C1=CC(=C(COC2=CC=C(C(=N2)N2CCN(CC2)[C@@H](C)C2=NC3=C(N2C[C@H]2OCC2)C=C(C=C3)C(=O)O)F)C=C1)F